5-ethoxy-2,6-dihydropyran-3-one C(C)OC1=CC(COC1)=O